5-(2-chloropyridin-4-yloxy)-N-methyl-4-(6-methylpyridin-2-yl)thiazol-2-amine ClC1=NC=CC(=C1)OC1=C(N=C(S1)NC)C1=NC(=CC=C1)C